(3S)-3-(1'-((1-((2-chlorophenyl)sulfonyl)-1H-pyrazol-4-yl)methyl)-3',3'-difluoro-6-oxo-6,8-dihydro-2H,7H-spiro[furo[2,3-e]isoindol-3,4'-piperidin]-7-yl)piperidine-2,6-dione ClC1=C(C=CC=C1)S(=O)(=O)N1N=CC(=C1)CN1CC(C2(CC1)COC1=C3CN(C(C3=CC=C12)=O)[C@@H]1C(NC(CC1)=O)=O)(F)F